2,6-dibromo-1-methoxybenzene BrC1=C(C(=CC=C1)Br)OC